C(C)(C)N1N=C(C(=C1C)O)C1=CC=C(C=C1)Br 1-isopropyl-3-(4-bromophenyl)-5-methylpyrazole-4-ol